O1CCN(C2=C1C=CC=C2)N2CC=C(C1=CC=CC(=C21)C2=C(C(=CC(=C2)F)F)F)N2COCC2 N-(2,3-dihydro-1,4-benzoxazin-4-yl)-4-oxazolidin-3-yl-8-(2,3,5-trifluorophenyl)quinoline